thiotoluenesulfonate C(C1=CC=CC=C1)S(=O)(=S)[O-]